C(=O)([O-])CN([C@@H](CCC(=O)[O-])C(=O)[O-])CC(=O)[O-].[Na+].[Na+].[Na+].[Na+] Tetranatrium N,N-bis(carboxylatomethyl)-L-glutamat